tert-butyl (3S,5S)-3-[[4-[4-[(5-amino-8-quinolyl)oxy]-2-methyl-thiazol-5-yl]pyrimidin-2-yl]amino]-5-fluoro-piperidine-1-carboxylate NC1=C2C=CC=NC2=C(C=C1)OC=1N=C(SC1C1=NC(=NC=C1)N[C@@H]1CN(C[C@H](C1)F)C(=O)OC(C)(C)C)C